((3-Cyclopropyl-5-(2-phenylacetamido)phenyl)-carbamoyl)(3-((1-methylpiperidin-2-yl)methyl)-1,2,3-oxadiazol-3-ium-5-yl)amide C1(CC1)C=1C=C(C=C(C1)NC(CC1=CC=CC=C1)=O)NC(=O)[N-]C1=C[N+](=NO1)CC1N(CCCC1)C